3-((6-amino-5-(trifluoromethoxy)pyridin-3-yl)ethynyl)-4-methyl-N-(3-(4-methyl-1H-imidazol-1-yl)-5-(trifluoromethyl)phenyl)benzamide NC1=C(C=C(C=N1)C#CC=1C=C(C(=O)NC2=CC(=CC(=C2)C(F)(F)F)N2C=NC(=C2)C)C=CC1C)OC(F)(F)F